3-Trimethoxysilylpropyl 2-methylprop-2-enoate CC(C(=O)OCCC[Si](OC)(OC)OC)=C